2,2,2-trifluoro-1-(2,2,5,5-tetramethyl-2,5-dihydro-[1,2,5]azadisilol-1-yl)-ethanone FC(C(=O)N1[Si](C=C[Si]1(C)C)(C)C)(F)F